COC(=O)C1=NC(=CC=C1)C(C)(C)O 6-(2-hydroxypropan-2-yl)pyridine-2-carboxylic acid methyl ester